C(C)(C)(C)C1N2C(C=3N(N=C4C(=CC=CC34)OCC3(CCC3)COC)C1)=CC(C(=C2)C(=O)O)=O 6-(tert-butyl)-10-((1-(methoxymethyl)cyclobutyl)methoxy)-2-oxo-6,7-dihydro-2H-pyrido[2',1':3,4]pyrazino[1,2-b]indazole-3-carboxylic acid